CCCCC/C=C\C/C=C\C/C=C\C/C=C\CCCC(=O)O[C@H](COC(=O)CCCCCCC/C=C\C/C=C\C/C=C\CC)COP(=O)(O)OC[C@H](CO)O 1-(9Z,12Z,15Z-octadecatrienoyl)-2-(5Z,8Z,11Z,14Z-eicosatetraenoyl)-glycero-3-phospho-(1'-sn-glycerol)